tert-butyl 4-((8-(benzyl(tert-butoxycarbonyl)amino)-3-cyclopropylimidazo[1,2-a]pyrazin-6-yl)thio)piperidine-1-carboxylate C(C1=CC=CC=C1)N(C=1C=2N(C=C(N1)SC1CCN(CC1)C(=O)OC(C)(C)C)C(=CN2)C2CC2)C(=O)OC(C)(C)C